3-phenyl-4,5,6,7-tetrahydro-1H-pyrazolo[4,3-c]pyridine C1(=CC=CC=C1)C1=NNC2=C1CNCC2